ClC1=CC=C(OCC(=O)N2CC=C(CC2)C=2C=C(C=NC2)OCC2=CC=CC=C2)C=C1 5-(1-(2-(4-chlorophenoxy)acetyl)-1,2,5,6-tetrahydropyridin-4-yl)-3-benzyloxy-pyridine